2-chloro-5-(4-piperidylmethoxy)pyrimidine ClC1=NC=C(C=N1)OCC1CCNCC1